difluoropentylsulfonium FC(CCCC[SH2+])F